S(=O)(=O)(C1=CC=C(C)C=C1)OS(=O)(=O)C1=CC=C(C)C=C1 ditosyl ether